4,4,4-trifluoro-1-(oxetan-2-yl)butan-1-amine FC(CCC(N)C1OCC1)(F)F